N-(3,5-difluorobenzyl)-2-methoxybenzamide FC=1C=C(CNC(C2=C(C=CC=C2)OC)=O)C=C(C1)F